4-(heptyloxy)cyclohexanone C(CCCCCC)OC1CCC(CC1)=O